FC[C@]1(CC2(OCCO2)CCC1)CN1C=NC2=C1C=C(C=C2)C#N |r| rac-1-((7-(fluoromethyl)-1,4-dioxaspiro[4.5]decan-7-yl)methyl)-1H-benzo[d]imidazole-6-carbonitrile